FC(C(=O)[O-])(F)F.C[NH+](CCC)C N,N-dimethyl-1-propane-aminium trifluoroacetate